C(C1=CC=CC=C1)OC=1C(C=CN2NC(N(C(C21)=O)C)CCOO[Si](C)(C)C(C)(C)C)=O 5-(benzyloxy)-2-(2-((tert-butyldimethylsilyloxy)oxy)ethyl)-3-methyl-2,3-dihydro-1H-pyrido[2,1-f][1,2,4]triazine-4,6-dione